CC1(OB(OC1(C)C)C=CC)C 4,4,5,5-tetramethyl-2-prop-1-enyl-1,3,2-dioxaborolane